tert-butyl O-oxa-2,12,18,20-tetrazapentacyclo[9.7.1.14,7.02,8.015,19]icosa-1(18),11(19),12,14,16-pentaene-20-carboxylate C=12N3CC4CCC(C3CCC=3N=CC=C(C=CN1)C23)N4C(=O)OC(C)(C)C